ClC1=C(C(=C2C(=N1)C(=C(N=C2)Cl)F)Cl)C#N 2,4,7-trichloro-8-fluoropyrido[4,3-b]pyridine-3-carbonitrile